ClC=1C=C(C=C(C(=O)[O-])C1)F 5-chloro-3-fluorobenzoate